OC(=O)C(F)(F)F.FC1=C(C=C(C=C1C)N1N=C2C([C@@H](NCC2)C)=C1N1C(N(C=C1)C1=CC(=C(C=C1)S(=O)(=N)C)OC)=O)C 1-((S)-2-(4-fluoro-3,5-dimethylphenyl)-4-methyl-4,5,6,7-tetrahydro-2H-pyrazolo[4,3-c]pyridin-3-yl)-3-(3-methoxy-4-(S-methylsulfonimidoyl)phenyl)-1,3-dihydro-2H-imidazol-2-one TFA Salt